COC(=O)C=1C2=C(N=C(C1)Cl)N(C=C2I)C2COC2 6-chloro-3-iodo-1-(oxetan-3-yl)-1H-pyrrolo[2,3-b]pyridine-4-carboxylic acid methyl ester